ClC=1C=CC(=C(C1)C1=CC(=CN=N1)NC1=CC=NC2=CC(=CC=C12)C(=O)O[C@H]1CN(CC1)C)F (3r)-1-Methylpyrrolidin-3-yl 4-{[6-(5-Chloro-2-Fluorophenyl)Pyridazin-4-yl]Amino}Quinolin-7-Carboxylat